C(#N)C1=CC(=C(COC2=C(C=CC(=N2)C23CCN(CC3C2)CC2=NC3=C(N2C[C@H]2OCC2)C=C(C=C3OC)C(=O)O)F)C=C1)OC 2-((6-(6-((4-cyano-2-methoxybenzyl)oxy)-5-fluoropyridin-2-yl)-3-azabicyclo[4.1.0]heptan-3-yl)methyl)-4-methoxy-1-(((S)-oxetan-2-yl)methyl)-1H-benzo[d]imidazole-6-carboxylic acid